C1(CC1)N1C(=NC2=C(C=C(C=C2C1=O)F)[C@@H](C)NC1=C(C(=O)O)C=CC=C1)[C@@H]1OCCC1 2-[[(1R)-1-[3-cyclopropyl-6-fluoro-4-oxo-2-[(2R)-tetrahydrofuran-2-yl]quinazolin-8-yl]ethyl]amino]benzoic acid